FC(C=1C=C(C=CC1)C1=CC=C(C=C1)CC=1N=CC=2C(N1)=NC(CC2)=O)(F)F [3'-(trifluoromethyl)-[1,1'-biphenyl]-4-yl]methyl-pyrido[2,3-d]pyrimidin-7-one